2-[5-chloro-2-methyl-4-(2,2,2-trifluoro-1,1-dimethyl-ethyl)phenyl]-4,4,5,5-tetramethyl-1,3,2-dioxaborolane ClC=1C(=CC(=C(C1)B1OC(C(O1)(C)C)(C)C)C)C(C(F)(F)F)(C)C